tert-butyl {2-[2-({[8-bromo-2-(methylsulfonyl)pyrazolo[1,5-a][1,3,5]triazin-4-yl]amino}methyl)-1-{[2-(trimethylsilyl)ethoxy]methyl}-1H-benzimidazol-5-yl]ethyl}carbamate BrC=1C=NN2C1N=C(N=C2NCC2=NC1=C(N2COCC[Si](C)(C)C)C=CC(=C1)CCNC(OC(C)(C)C)=O)S(=O)(=O)C